tert-butyl N-[3-fluoro-4-[(4,4,5,5-tetramethyl-1,3,2-dioxaborolan-2-yl)methyl]phenyl]carbamate FC=1C=C(C=CC1CB1OC(C(O1)(C)C)(C)C)NC(OC(C)(C)C)=O